N1C=CN=CC2=C1C=CC=C2 1,4-benzodiazepin